2-methylpropan-2-yl 2-bromo-4,5,6,7-tetrahydrothieno[3,2-c]pyridine-5-carboxylate BrC1=CC=2CN(CCC2S1)C(=O)OC(C)(C)C